FC1=C(C(=CC(=C1)OC)F)C1=C(C(N(N1C)C1=NC(=CC(=C1)OC)C1CCN(CC1)S(=O)(=O)C)=O)NC(C1=CC=C(C=C1)OC(F)F)=O N-(5-(2,6-Difluoro-4-methoxyphenyl)-2-(4-methoxy-6-(1-(methylsulfonyl)piperidin-4-yl)pyridin-2-yl)-1-methyl-3-oxo-2,3-dihydro-1H-pyrazol-4-yl)-4-(difluoromethoxy)benzamide